(8S,11S)-13,18-dimethyl-7-oxa-10,13,18,19-tetrazapentacyclo[15.6.1.12,6.18,11.020,24]hexacosa-1(23),2(26),3,5,17(24),19,21-heptaen-12-one CN1C([C@H]2NC[C@@H](OC3=CC=CC(C4=CC=CC5=NN(C(CCC1)=C45)C)=C3)C2)=O